C(C)OC(NC1=C(C=C(C=C1)NCC1=C(C=C(C=C1)F)F)OC)=O [4-(2,4-Difluorobenzylamino)-2-methoxyphenyl]-carbamic acid ethyl ester